5-(morpholine-4-carbonyl)-1-(2,2,2-trifluoroethyl)-1H-indol N1(CCOCC1)C(=O)C=1C=C2C=CN(C2=CC1)CC(F)(F)F